CN(C=1C2=C(N=C(N1)N1CC(C1)OC(=O)C1=CC(=NC(=C1)C)C)CC[S+]2[O-])C2CCOCC2 [1-[4-[Methyl(tetrahydropyran-4-yl)amino]-5-oxido-6,7-dihydrothieno[3,2-d]pyrimidin-5-ium-2-yl]azetidin-3-yl]-2,6-dimethylpyridin-4-carboxylat